COC1=CC=C(C=C1)C1(C2=CC=CC=C2OC=2C=CC=CC12)O 9-(4-methoxyphenyl)xanthen-9-ol